COC([C@H](C1CC1)N=C(C1=CC=CC=C1)C1=CC=CC=C1)=O (2S)-2-(benzhydrylideneamino)-2-cyclopropyl-acetic acid methyl ester